ClC=1C(=C2C=NN(C2=CC1Cl)C1OCCCC1)C=1C(=NNC1C)N1C(C[C@@H](CC1)CN1CCN(CC1)C1COC1)(C)C 5,6-Dichloro-4-(3-((R)-2,2-dimethyl-4-((4-(oxetan-3-yl)piperazin-1-yl)methyl)piperidin-1-yl)-5-methyl-1H-pyrazol-4-yl)-1-(tetrahydro-2H-pyran-2-yl)-1H-indazole